OC1=CC=C(C[C@@H]2C(N3C(N(O2)C(=O)OCCC(C)C)CN(C([C@@H]3CC3=CC=C(C=C3)O)=O)[C@H](C(NCCC3=CC=CC=C3)=O)CC3=CC=C(C=C3)O)=O)C=C1 isopentyl (3R,6S)-3,6-bis(4-hydroxybenzyl)-8-((S)-3-(4-hydroxyphenyl)-1-oxo-1-(phenethylamino)propan-2-yl)-4,7-dioxohexahydropyrazino[2,1-c][1,2,4]oxadiazine-1(6H)-carboxylate